ClC1=CC=C(C=C1)S(=O)(=O)C1(C(=NN(C1)C(=O)NC[C@H](C)NS(N)(=O)=O)C1=CC=C(C=C1)F)C1=CC=CC=C1 ((4-chlorophenyl)sulfonyl)-3-(4-fluorophenyl)-4-phenyl-N-((S)-2-(sulfamoylamino)propyl)-4,5-dihydro-1H-pyrazole-1-carboxamide